di-n-hexyl (4-vinylphenylphosphonate) C(=C)C1=CC=C(C=C1)P(OCCCCCC)(OCCCCCC)=O